6,8,26,28-tetrathiatritriacontan-17-yl 4-(dimethylamino)butanoate CN(CCCC(=O)OC(CCCCCCCCSCSCCCCC)CCCCCCCCSCSCCCCC)C